α-naphthylethylamine C1(=CC=CC2=CC=CC=C12)C(C)N